biguanine C1=NC2=C(N1)C(=O)NC(=N2)/N=N/C3=NC4=C(C(=O)N3)NC=N4